N-(4-chloro-2,5-dimethoxyphenyl)-3-hydroxy-2-naphthamide COC1=CC(=C(C=C1NC(=O)C2=CC3=CC=CC=C3C=C2O)OC)Cl